2-bromo-N-(4-(naphthalen-2-yl)phenyl)-N-phenylaniline BrC1=C(N(C2=CC=CC=C2)C2=CC=C(C=C2)C2=CC3=CC=CC=C3C=C2)C=CC=C1